(S)-4-((1-(2-(4-fluorophenyl)-8-(2-methylpyrimidin-5-yl)-1-oxo-1,2-dihydroisoquinolin-3-yl)ethyl)amino)quinazoline-6-carbonitrile FC1=CC=C(C=C1)N1C(C2=C(C=CC=C2C=C1[C@H](C)NC1=NC=NC2=CC=C(C=C12)C#N)C=1C=NC(=NC1)C)=O